N(=C=O)C1=CC=CC=2CC(OC21)(C)C 7-isocyanato-2,2-dimethyl-2,3-dihydro-1-benzofuran